β-glucosylsphingosine [C@@H]1([C@H](O)[C@@H](O)[C@H](O)[C@H](O1)CO)C(O)[C@H](N)[C@H](O)\C=C\CCCCCCCCCCCCC